CC1=NCC2=CC(=CC=C12)O 3-methyl-1H-isoindol-6-ol